3-mannosyl-7-cyano-7-deazaguanosine C1([C@@H](O)[C@@H](O)[C@H](O)[C@H](O1)CO)N1C(=NC(C=2C(=CN([C@H]3[C@H](O)[C@H](O)[C@@H](CO)O3)C12)C#N)=O)N